BrC=1C(=C2C(=NC1)NCC21CCC(CC1)C(=O)N)Cl (1r,4r)-5'-bromo-4'-chloro-1',2'-dihydrospiro[cyclohexane-1,3'-pyrrolo[2,3-b]pyridine]-4-carboxamide